COC1=C(C(=C(C(=C1C=O)OC)C=O)OC)C=O 2,4,6-Trimethoxy-1,3,5-benzenetricarbaldehyde